2,7-dimethylimidazo[1,2-a]pyridine-3-carboxylic acid CC=1N=C2N(C=CC(=C2)C)C1C(=O)O